The molecule is a tetracyclic meroterpenoid that is isolated from Aspergillus terreus. It has a role as a toxin and an Aspergillus metabolite. It is a meroterpenoid, an organic heterotetracyclic compound, a terpene lactone, a cyclic terpene ketone, a methyl ester, an enone, an enol and a sesterterpenoid. C[C@@]12CCC(=O)C(C1=C(C(=O)[C@]3([C@]2(CC(=C)[C@@]4([C@@H]3C(=O)O[C@](C4=O)(C)C(=O)OC)C)O)C)O)(C)C